FC=1C=C(C=CC1F)C=1C=C(C(=O)OC)C(=CN1)N1CC(CCC1)(NC(=O)OC)C#C methyl 2-(3,4-difluorophenyl)-5-(3-ethynyl-3-((methoxycarbonyl)amino)piperidin-1-yl)isonicotinate